ClC1=CC(=C(C(=O)NC)C=C1S(NC)(=O)=O)NCC=1OC=CC1 4-Chloro-2-((furan-2-ylmethyl)amino)-N-methyl-5-(N-methylsulfamoyl)benzamide